OC(=O)C(F)(F)F.F[C@@H](C(=O)O)ON1[C@@H]2C=C([C@H](N(C1=O)C2)C(NOC[C@H]2NCCC2)=O)C (2S)-2-fluoro-2-[[(2S,5R)-3-methyl-7-oxo-2-[[(2S)-pyrrolidin-2-yl]methoxycarbamoyl]-1,6-diazabicyclo[3.2.1]oct-3-en-6-yl]oxy]acetic acid TFA salt